C(CC)C1=CC=C(C=C1)C=1C2=CC=CC=C2N=C2C=CC=CC12 9-(4-n-propylphenyl)acridine